C(C)(C)(C)N(C(O)=O)C(CN(C)C1=C(C(=CC=C1)CCCCO)F)CCC(N)=O.CC1=C(NC(=C1)C)C=C1N=C(C=C1OC)C=1NC2=CC=CC=C2C1 2-(2-((3,5-dimethyl-1H-pyrrol-2-yl)methylene)-3-methoxy-2H-pyrrol-5-yl)-1H-indol tert-butyl-N-(4-carbamoyl-1-[[2-fluoro-3-(4-hydroxybutyl)-phenyl](methyl)-amino]butan-2-yl)carbamate